2-Amino-6-(4-(aminomethyl)benzyl)-4-(butylamino)pyridin NC1=NC(=CC(=C1)NCCCC)CC1=CC=C(C=C1)CN